ClC1=CC(=C(C=C1)N1C[C@H]2CN([C@H]2C1)C(=O)OC(C)(C)C)F tert-butyl (1S,5R)-3-(4-chloro-2-fluorophenyl)-3,6-diazabicyclo[3.2.0]heptane-6-carboxylate